O1N=NC2=C1C=NC=N2 pyrimidinooxadiazole